ON1N=CC=C1 1-hydroxypyrazole